O=C[C@H](O)[C@@H](O)[C@@H](O)[C@H](O)C(=O)[O-].[Ca+2].O=C[C@H](O)[C@@H](O)[C@@H](O)[C@H](O)C(=O)[O-] calcium galacturonate